The molecule is a fatty acid ester obtained by the formal condensation of egonol with linoleic acid. Isolated from the fruits of Styrax agrestis, it exhibits inhibitory activity against acetylcholinesterase. It has a role as an EC 3.1.1.7 (acetylcholinesterase) inhibitor and a plant metabolite. It is a member of 1-benzofurans, an aromatic ether, a member of benzodioxoles and a polyunsaturated fatty ester. It derives from an egonol and a linoleic acid. It derives from a hydride of a 1-benzofuran. CCCCC/C=C\\C/C=C\\CCCCCCCC(=O)OCCCC1=CC2=C(C(=C1)OC)OC(=C2)C3=CC4=C(C=C3)OCO4